9-β-hydroxyethylacridine OCCC=1C2=CC=CC=C2N=C2C=CC=CC12